[Br-].OC=1C=C(C(=O)NCCCCCC[P+](C2=CC=CC=C2)(C2=CC=CC=C2)C2=CC=CC=C2)C=CC1O 6-(3,4-dihydroxybenzamido)hexyltriphenylphosphonium bromide